C(C)(C)(C)OC(=O)N1C[C@H]([C@@H](CC1)OC(C1=CC=CC=C1)=O)CC |r| (+/-)-trans-4-(benzoyloxy)-3-ethylpiperidine-1-carboxylic acid tert-butyl ester